C(C)(C)(C)OC(=O)\N=C/1\N(C(C[C@](N1)(CCCC=C)CC)=O)[C@@H]1CCOC2=CC=C(C=C12)C(=O)O (R)-4-((R,E)-2-((tert-butoxycarbonyl)imino)-4-ethyl-6-oxo-4-(pent-4-en-1-yl)tetrahydropyrimidin-1(2H)-yl)chromane-6-carboxylic acid